ethyl 4,5-dichloro-1-((2-(trimethylsilyl)ethoxy)methyl)-1H-indole-2-carboxylate ClC1=C2C=C(N(C2=CC=C1Cl)COCC[Si](C)(C)C)C(=O)OCC